NN1CCS(CC1)(=O)=O 4-aminothiomorpholine-1,1-dioxide